3-(6-bromo-3-methyl-2-oxo-2,3-dihydro-1H-benzo[d]imidazol-1-yl)piperidine-2,6-dione BrC=1C=CC2=C(N(C(N2C)=O)C2C(NC(CC2)=O)=O)C1